β-hydroxyethyl acrylate C(C=C)(=O)OCCO